6-butyl-3-{4-[(2,4-dichlorophenyl)methyl]piperazine-1-carbonyl}-5-(2,6-dimethoxyphenyl)pyridine-2,4-diol C(CCC)C1=C(C(=C(C(=N1)O)C(=O)N1CCN(CC1)CC1=C(C=C(C=C1)Cl)Cl)O)C1=C(C=CC=C1OC)OC